CN(CCC1=CNC2=CC=CC(=C12)O)C 3-[2-(dimethylamino)ethyl]-4-hydroxyindole